ClC1=C(C=CC=C1)N1CC2=C(C=3C=CC(=NC13)C(F)(F)F)C=CN2 5-(2-Chlorophenyl)-7-(trifluoromethyl)-3,5-dihydro-4H-pyrrolo[2,3-c][1,8]naphthyridine